diisopropyl-bis(propoxymethyl)silane ethyl-2-(2-((7-(2-(aminomethyl)pyridin-4-yl)-4-fluorobenzofuran-5-yl)methoxy)-4-methoxyphenyl)acetate C(C)OC(CC1=C(C=C(C=C1)OC)OCC=1C=C(C2=C(C=CO2)C1F)C1=CC(=NC=C1)CN)=O.C(C)(C)[Si](COCCC)(COCCC)C(C)C